2,2-difluoro-N-(4-(4-methyl-6-propionylpyridin-3-yl)imidazo[1,2-a][1,6]naphthyridin-8-yl)cyclopropane-1-carboxamide FC1(C(C1)C(=O)NC1=NC=C2C=C(C=3N(C2=C1)C=CN3)C=3C=NC(=CC3C)C(CC)=O)F